(cyclohex-1-en-1-yl)-1-(4-methoxyphenyl)-8-(6-nitropyridin-3-yl)-2-(pyridin-2-ylamino)-1,9-dihydro-6H-purin-6-one C1(=CCCCC1)N1C=2N=C(N(C(C2N=C1C=1C=NC(=CC1)[N+](=O)[O-])=O)C1=CC=C(C=C1)OC)NC1=NC=CC=C1